(1-{6-[4-(2-methoxy-phenyl)-piperazin-1-yl]-hexyl}-1H-indol-3-yl)-butyric acid COC1=C(C=CC=C1)N1CCN(CC1)CCCCCCN1C=C(C2=CC=CC=C12)C(C(=O)O)CC